4-oxopyrrolidine-1,3-dicarboxylate O=C1C(CN(C1)C(=O)[O-])C(=O)[O-]